ammonium carbonate, triethylammonium salt C(C)[NH+](CC)CC.C([O-])([O-])=O.[NH4+]